C1=CC=CC=2[Se](C3=C(C21)C=CC=C3)=O dibenzoselenophene Se-oxide